tert-butyl 4-(7-amino-3-chloro-2-(2-fluorophenyl)-8-(o-tolyl)-1,6-naphthyridin-5-yl)-3-methylpiperazine-1-carboxylate NC1=NC(=C2C=C(C(=NC2=C1C1=C(C=CC=C1)C)C1=C(C=CC=C1)F)Cl)N1C(CN(CC1)C(=O)OC(C)(C)C)C